CC1=C(C=C(C=C1)C=1C=NC(=CC1C)S(=O)(=O)N1CCN(CC1)C)N(C=1SC=C(N1)C1=NC(=CC(=N1)N)N)CCC 2-(2-((2-Methyl-5-(4-methyl-6-((4-methylpiperazin-1-yl)sulfonyl)pyridin-3-yl)phenyl)(propyl)amino)thiazol-4-yl)pyrimidine-4,6-diamine